11-(2-(diethylamino)ethyl)-5,17-bis(4-(2-(octylthio)ethoxy)-4-oxobutyl)-7,15-dioxo-6,8,14,16-tetraoxa-11-azahenicosanedioate C(C)N(CCN(CCOC(OC(CCCC(=O)[O-])CCCC(=O)OCCSCCCCCCCC)=O)CCOC(OC(CCCC(=O)[O-])CCCC(OCCSCCCCCCCC)=O)=O)CC